FC1(CC(C1)(C1=NN=CN1C)C=1C=C(C=CC1)N1CC2=C(C=C(C=C2C1=O)CN(C(OC(C)(C)C)=O)C1(CCC1)C)C(F)(F)F)C tert-butyl ((2-(3-(3-fluoro-3-methyl-1-(4-methyl-4H-1,2,4-triazol-3-yl)cyclobutyl)phenyl)-3-oxo-7-(trifluoromethyl)isoindolin-5-yl)methyl)(1-methylcyclobutyl)carbamate